tert-Butyl 2-((2-bromoacridin-9-yl)methylamino)ethylcarbamate BrC1=CC2=C(C3=CC=CC=C3N=C2C=C1)CNCCNC(OC(C)(C)C)=O